ClC1=CC=C(C=C1)NC(N(CCN1C(CCC1)=O)C=1C=CC2=C(N=C(S2)NC(OC(C)(C)C)=O)C1)=O tert-butyl (5-{3-(4-chlorophenyl)-1-[2-(2-oxopyrrolidin-1-yl)ethyl]ureido}benzo[d]thiazol-2-yl)carbamate